(N-[(3,5-dimethyl-1-phenyl-1H-pyrazol-4-yl)methylene])-4-(phenylmethyl)-1-piperazinamine CC1=NN(C(=C1C=NN1CCN(CC1)CC1=CC=CC=C1)C)C1=CC=CC=C1